(Z)-2-(5-bromo-1H-indol-3-yl)-3-(4-methoxypyridin-3-yl)acrylonitrile BrC=1C=C2C(=CNC2=CC1)/C(/C#N)=C/C=1C=NC=CC1OC